6-(2,6-diazaspiro[3.3]heptan-2-yl)-1-(m-tolyl)-1H-indazole C1N(CC12CNC2)C2=CC=C1C=NN(C1=C2)C=2C=C(C=CC2)C